2-(3,4-dimethoxyphenyl)-4-methyl-1H-benzo[d]imidazole COC=1C=C(C=CC1OC)C1=NC2=C(N1)C=CC=C2C